2-(7-((6-methylimidazo[1,2-a]pyridin-2-yl)methyl)-8-oxo-7,8-dihydro-2,7-naphthyridin-4-yl)benzonitrile CC=1C=CC=2N(C1)C=C(N2)CN2C=CC=1C(=CN=CC1C2=O)C2=C(C#N)C=CC=C2